4-(cyclobutylamino)-5-[5-(piperazin-1-yl)-1,3,4-thiadiazol-2-yl]Pyridine C1(CCC1)NC1=CC=NC=C1C=1SC(=NN1)N1CCNCC1